N-(1-(2-ethoxyethyl)-3-(pyridin-2-yl)-1H-pyrazol-4-yl)-5-(1-ethyl-1H-pyrazol-4-yl)furan-2-carboxamide formate C(=O)O.C(C)OCCN1N=C(C(=C1)NC(=O)C=1OC(=CC1)C=1C=NN(C1)CC)C1=NC=CC=C1